3-trifluoromethyl-imidazo[1,5-a]pyrazine FC(C1=NC=C2N1C=CN=C2)(F)F